S1C(=NC2=C1C=CC=C2)NC(=NC(=O)NC2=CC(=CC=C2)C)N N-benzo[d]thiazol-2-yl-N''-(3-methylaniline-carbonyl)-guanidine